CC1=C(C2=C(C(=N1)NC)CN(C2)C(CCC2=CC=C(C=C2)OC)=O)C 1-[6,7-dimethyl-4-(methylamino)-1,3-dihydro-2H-pyrrolo[3,4-c]pyridin-2-yl]-3-(4-methoxyphenyl)propan-1-one